1-allyl-2-methoxybenzene C(C=C)C1=C(C=CC=C1)OC